ClC=1C=C(SC1Cl)C(=O)N(C)OC 4,5-dichloro-N-methoxy-N-methylthiophene-2-carboxamide